2,5-dimethylcinnamamide CC1=C(C=CC(=O)N)C=C(C=C1)C